BrC1=CC2=C(OC3=C2C=C2C=CC=CC2=C3)C=C1 2-Bromobenzo[B]naphtho[2,3-D]furan